ClC1=CC=C(C=C1)C(=N)NC1=CC=NC=C1 4-chloro-N-(pyridin-4-yl)benzene-1-carboxamidine